C(C)(C)(C)OC(=O)N1CCC(CC1)CN=[N+]=[N-] 4-(Azidomethyl)piperidine-1-carboxylic acid tert-butyl ester